tin chlorophosphate P(=O)([O-])([O-])Cl.[Sn+4].P(=O)([O-])([O-])Cl